tert-butyl 3-[4-[6-(difluoromethyl)-5-methyl-2-methylsulfonyl-pyrimidin-4-yl]pyrazol-1-yl]azetidine-1-carboxylate FC(C1=C(C(=NC(=N1)S(=O)(=O)C)C=1C=NN(C1)C1CN(C1)C(=O)OC(C)(C)C)C)F